isopropyl (S)-6-diazo-2-((R)-2-(furan-2-yl)-2-methoxyacetamido)-5-oxohexanoate [N+](=[N-])=CC(CC[C@@H](C(=O)OC(C)C)NC([C@H](OC)C=1OC=CC1)=O)=O